C(CCC)(N)N butandiamine